FC1=CC=C2C=CNC2=C1SC 6-Fluoro-7-(methylthio)-1H-indole